BrC1=CC=C2N=C(C(NC2=C1)=O)C(F)(F)F 7-bromo-3-(trifluoromethyl)quinoxalin-2(1H)-one